ethyl 2-(3-amino-4-bromoindazol-1-yl)acetate NC1=NN(C2=CC=CC(=C12)Br)CC(=O)OCC